2-[[2,5-dimethylpyrrolidine-1-carbonyl]amino]-4-[2-propoxyethyl-[4-(5,6,7,8-tetrahydro-1,8-naphthyridin-2-yl)butyl]amino]butanoic acid CC1N(C(CC1)C)C(=O)NC(C(=O)O)CCN(CCCCC1=NC=2NCCCC2C=C1)CCOCCC